O1C(=NC2=C1C=CC=C2)N(CCC2=CC=C(C=C2)OC)CC2=CC=C(C=C2)N2C[C@@H](CC2)C(=O)O (R)-1-(4-((benzo[d]oxazol-2-yl(4-methoxyphenethyl)amino)methyl)-phenyl)pyrrolidine-3-carboxylic acid